N2-[2-(5-methoxy-2-methyl-1H-indol-3-yl)ethyl]-6-methyl-N4-(2-methyl-1H-indol-5-yl)pyrimidine-2,4-diamine COC=1C=C2C(=C(NC2=CC1)C)CCNC1=NC(=CC(=N1)NC=1C=C2C=C(NC2=CC1)C)C